C(#N)C=1C(=NN2C1C(NC(=C2)C2=CC1=CC=CC=C1C=C2)=O)C(=O)N[C@H](COC)C2=CC=CC=C2 3-Cyano-N-[(1S)-2-methoxy-1-phenylethyl]-6-(naphthalen-2-yl)-4-oxo-4,5-dihydropyrazolo[1,5-a]-pyrazine-2-carboxamide